CC=1N=CSC1C(=O)NNC(C1=CC=C(C=C1)C1=NOC(=N1)C(F)(F)F)=O 4-methyl-N'-[4-[5-(trifluoromethyl)-1,2,4-oxadiazol-3-yl]benzoyl]-1,3-thiazole-5-carbohydrazide